N-(2-(4-ethylpiperazin-1-yl)-5-(4-(4-((6-(trifluoromethyl)pyridazin-3-yl)oxy)phenyl)-piperidine-1-carbonyl)phenyl)-1-(2-fluorophenyl)methanesulfonamide C(C)N1CCN(CC1)C1=C(C=C(C=C1)C(=O)N1CCC(CC1)C1=CC=C(C=C1)OC=1N=NC(=CC1)C(F)(F)F)NS(=O)(=O)CC1=C(C=CC=C1)F